2-[6-[4-(2,6-diazaspiro[3.3]heptan-2-yl)phenyl]-4-fluoro-1-oxo-isoindolin-2-yl]-2-(6,7-dihydro-5H-pyrrolo[1,2-c]imidazol-1-yl)-N-(2-pyridinyl)acetamide bistrifluoroacetate FC(C(=O)O)(F)F.FC(C(=O)O)(F)F.C1N(CC12CNC2)C2=CC=C(C=C2)C2=CC(=C1CN(C(C1=C2)=O)C(C(=O)NC2=NC=CC=C2)C2=C1N(C=N2)CCC1)F